FC=1C=C(C=CC1C1=NOC(=N1)C(F)(F)F)CN1C(CCCCC1)=O 1-[[3-fluoro-4-(5-(trifluoromethyl)1,2,4-oxadiazol-3-yl)-phenyl]methyl]azepan-2-one